D-(-)-alpha-phenylglycine C1=CC=C(C=C1)[C@H](C(=O)O)N